(S)-2-fluoro-4-(5-(1-methyl-1H-indazol-5-yl)-1-(pyrrolidin-3-ylmethyl)-1H-pyrrolo[2,3-c]pyridin-4-yl)benzonitrile FC1=C(C#N)C=CC(=C1)C1=C2C(=CN=C1C=1C=C3C=NN(C3=CC1)C)N(C=C2)C[C@@H]2CNCC2